2-(6-fluoropyridin-3-yl)(8-2H)-9H-pyrrolo[2,3-b:4,5-c']dipyridine FC1=CC=C(C=N1)C1=CC=C2C(=N1)NC1=C2C=NC=C1[2H]